(S)-3-mercaptopyrrolidine S[C@@H]1CNCC1